BrC1=CC=C(C=C1)C=1N=C(SC1)N(C(C(=C)F)=O)C1=CC(=CC(=C1)C)C N-[4-(4-bromophenyl)thiazol-2-yl]-N-(3,5-dimethylphenyl)-2-fluoro-prop-2-enamide